C(=O)(OC(C)(C)C)N1CCC(CC1)CC(=O)N1CCC(CC1)OS(=O)(=O)C 1-(1-Boc-4-piperidylacetyl)-4-methanesulfonyloxy-piperidine